CN(C(=O)C1=CC2=C(N=C(N=C2SC)C)N=C1N1CCCC1)C N,N,2-trimethyl-4-(methylthio)-7-(pyrrolidin-1-yl)pyrido[2,3-d]pyrimidine-6-carboxamide